1-{4-[3-(methoxymethyl)-[1,2,4]triazolo[4,3-a]pyridin-6-yl]benzenesulfonyl}-N-[4-(pentafluoro-λ6-sulfanyl)phenyl]piperidin-4-amine COCC1=NN=C2N1C=C(C=C2)C2=CC=C(C=C2)S(=O)(=O)N2CCC(CC2)NC2=CC=C(C=C2)S(F)(F)(F)(F)F